ClC1=NC=NC2=CC(=CC(=C12)OC)OC 4-chloro-5,7-dimethoxyquinazoline